(2R)-2-aminotetralin-2-carboxylic acid N[C@]1(CC2=CC=CC=C2CC1)C(=O)O